C1=CC=NNC=C1 DIAZEPINE